C(C)(C)(C)OC(C)(C)C tert-butylether